4-chloro-2-trifluoroacetyl-N-pivaloyl-aniline lithium-nickel-tungsten [W].[Ni].[Li].ClC1=CC(=C(NC(C(C)(C)C)=O)C=C1)C(C(F)(F)F)=O